N[C@@H]1CN([C@H]2CN([C@@H]12)C1=CC=C(C=N1)C=1C=2N(C=C(C1)C=1C=NN(C1)C)N=CC2C#N)CC=2C=NC(=CC2)OC 4-(6-((1S,4R,5S)-4-amino-2-((6-methoxypyridin-3-yl)methyl)-2,6-diazabicyclo[3.2.0]heptan-6-yl)pyridin-3-yl)-6-(1-methyl-1H-pyrazol-4-yl)pyrazolo[1,5-a]pyridine-3-carbonitrile